CC1=C(C=CC(=C1)C)C=1N=NC=CC1C(=O)O 3-(2,4-dimethylphenyl)pyridazine-4-carboxylic acid